(S)-N-(5-aminopentyl)-2-(4-(4-chlorophenyl)-2,3,9-trimethyl-6H-thieno[3,2-f][1,2,4]triazolo[4,3-a][1,4]diazepin-6-yl)acetamide NCCCCCNC(C[C@H]1C=2N(C3=C(C(=N1)C1=CC=C(C=C1)Cl)C(=C(S3)C)C)C(=NN2)C)=O